FC(C1=C(CN2N=C(C(=C2)N)C)C=CC(=C1)C(F)(F)F)(F)F 1-(2,4-bis(trifluoromethyl)benzyl)-3-methyl-1H-pyrazol-4-amine